ethylene 5-sulfo-isophthalate S(=O)(=O)(O)C=1C=C2C=C(C(=O)OCCOC2=O)C1